benzyl {[(3R,4R)-4-hydroxypent-1-yn-3-yl]amino}methanoate O[C@@H]([C@@H](C#C)NC(=O)OCC1=CC=CC=C1)C